C(#N)C=1C=C(C(=NC1)C(=O)NC=1C=C2C(=NNC2=CC1)C1=COC=C1)C#C 5-cyano-3-ethynyl-N-(3-(furan-3-yl)-1H-indazol-5-yl)picolinamide